tert-butyl N-({4-[2-(2-aminopyridin-3-yl)imidazo[4,5-b]pyridin-3-yl]phenyl}methyl)carbamate NC1=NC=CC=C1C1=NC=2C(=NC=CC2)N1C1=CC=C(C=C1)CNC(OC(C)(C)C)=O